C(C)(C)(C)[Si](C)(C)OC1=CC(=C(C=C1)I)F tert-butyl-(3-fluoro-4-iodophenoxy)dimethylsilane